C(C)OC(=O)C=1N=C(SC1)NC(=O)N1CCN(CC1)C1=NC=CC=C1 (4-(pyridin-2-yl)piperazine-1-carboxamido)thiazole-4-carboxylic acid ethyl ester